(S)-2-(2,5-difluoro-4-(6-(imidazo[1,2-a]pyrazin-2-ylmethoxy)pyridin-2-yl)benzyl)-1-(oxetan-2-ylmethyl)-1H-benzo[d]imidazole-6-carboxylic acid FC1=C(CC2=NC3=C(N2C[C@H]2OCC2)C=C(C=C3)C(=O)O)C=C(C(=C1)C1=NC(=CC=C1)OCC=1N=C3N(C=CN=C3)C1)F